3-(4-(1-methyl-1H-pyrazol-5-yl)phenyl)azetidine-1-carboxylic acid tert-butyl ester C(C)(C)(C)OC(=O)N1CC(C1)C1=CC=C(C=C1)C1=CC=NN1C